NC1=C(C(=NC=N1)NCC1CCN(CC1)C(C=C)=O)C1=CC=C(C=C1)OCC1=CC=CC=C1 1-(4-(((6-amino-5-(4-(benzyloxy)phenyl)pyrimidin-4-yl)amino)methyl)piperidin-1-yl)prop-2-en-1-one